3-(5-methyl-1,3,4-oxadiazol-2-yl)azetidine-1-carboxylic acid tert-butyl ester C(C)(C)(C)OC(=O)N1CC(C1)C=1OC(=NN1)C